2,2'-Bis(diphenyl-phosphino)-1,1'-binaphthalene C1(=CC=CC=C1)P(C1=C(C2=CC=CC=C2C=C1)C1=C(C=CC2=CC=CC=C12)P(C1=CC=CC=C1)C1=CC=CC=C1)C1=CC=CC=C1